(4S)-4-[4-[(2,6-dioxo-3-piperidyl)amino]phenyl]-3,3-difluoro-piperidine-1-carboxylic acid tert-butyl ester C(C)(C)(C)OC(=O)N1CC([C@@H](CC1)C1=CC=C(C=C1)NC1C(NC(CC1)=O)=O)(F)F